C(C=C)C=CCC(C(=O)O)(CC(=O)O)S(=O)(=O)O allylallylsulfosuccinic acid